Boctetrazine C(=O)(OC(C)(C)C)C=1N=NN=NC1